3-(azidomethyl)-6-chloro-4-((4-methoxybenzyl)oxy)pyridazine N(=[N+]=[N-])CC=1N=NC(=CC1OCC1=CC=C(C=C1)OC)Cl